O=C1NC(CCC1N1C(C2=CC=C(C=C2C1=O)N1CC(C1)CCCCO)=O)=O 2-(2,6-dioxopiperidin-3-yl)-5-(3-(4-hydroxybutyl)azetidin-1-yl)isoindoline-1,3-dione